C(=O)O.C1CCN2C1=C(C=1C=CC=CC21)C(=O)OC2CN1CCC2C1 1-azabicyclo[2.2.1]heptan-3-yl 2,3-dihydro-1H-pyrrolo[1,2-a]indole-9-carboxylate formate